N-(1-(1,1-di(pyridin-2-yl)ethyl)-6-(7-hydroxy-1-methyl-1H-pyrrolo[2,3-c]pyridin-3-yl)-1H-indazol-4-yl)ethanesulfonamide N1=C(C=CC=C1)C(C)(C1=NC=CC=C1)N1N=CC2=C(C=C(C=C12)C1=CN(C2=C(N=CC=C21)O)C)NS(=O)(=O)CC